2-(5-morpholin-4-yl-3,4'-bipyridin-2'-yl)-1H-imidazol-4-amine N1(CCOCC1)C=1C=C(C=NC1)C1=CC(=NC=C1)C=1NC=C(N1)N